copper dihydroxide tetrahydrate O.O.O.O.[Cu](O)O